CC1=NC=C(C=C1NC(C1=NC(=CC=C1)C=1C=NN(C1)CC(F)(F)F)=O)N1C(C[C@@H](C1)C)=O (S)-N-(2-methyl-5-(4-methyl-2-oxopyrrolidin-1-yl)pyridin-3-yl)-6-(1-(2,2,2-trifluoroethyl)-1H-pyrazol-4-yl)picolinamide